FC=1C=CC(=NC1)C1=NN(C=C1C1=C2C(=NC=C1)NN=C2C(C)C)C 4-[3-(5-fluoro-2-pyridinyl)-1-methyl-pyrazol-4-yl]-3-isopropyl-1H-pyrazolo[3,4-b]pyridine